[(1R,2S,5R)-2-isopropyl-5-methyl-cyclohexyl] 2-(ethylamino)-2-oxoacetate C(C)NC(C(=O)O[C@H]1[C@@H](CC[C@H](C1)C)C(C)C)=O